C1=CC=CC=2C=CC=3C=C4C=CCOC4=CC3C12 10H-naphtho[2,1-g]chromene